COC=1C2=C(N=C(N1)NC1CCC(CC1)C(=O)N1CCCC1)NC=C2C2=CC=1N(C=C2)N=CC1 ((1s,4s)-4-((4-methoxy-5-(pyrazolo[1,5-a]pyridin-5-yl)-7H-pyrrolo[2,3-d]pyrimidin-2-yl)amino)cyclohexyl)(pyrrolidin-1-yl)methanone